FC1=C(OC2=NC(=NC(=C2C(C(F)(F)F)(F)F)C2=C(C=CC=C2)C)NS(=O)(=O)C=2C=NN(C2)C)C=CC(=C1)C1CCN(CC1)C N-[4-[2-fluoro-4-(1-methyl-4-piperidyl)phenoxy]-6-(o-tolyl)-5-(1,1,2,2,2-pentafluoroethyl)pyrimidin-2-yl]-1-methyl-pyrazole-4-sulfonamide